methyl 7,7-dimethyl-4-(5-methyl-1-(tetrahydro-2H-pyran-2-yl)-1H-indazol-4-yl)-2-oxo-1,2,3,4,5,6,7,8-octahydroquinoline-3-carboxylate CC1(CCC=2C(C(C(NC2C1)=O)C(=O)OC)C1=C2C=NN(C2=CC=C1C)C1OCCCC1)C